ClC=1C=CC(=C(C(=O)NC2=C(C=C(C=C2)C(F)(F)F)Cl)C1)O 5-Chloro-N-(2-chloro-4-(trifluoromethyl)phenyl)-2-hydroxybenzamide